OC[C@H](C1=CC=CC=C1)NC1=CC(=NC=C1C1=NC(=NO1)N1CCOCC1)NC=1N=CC2=C(N1)CNC2=O (S)-2-((4-((2-hydroxy-1-phenylethyl)amino)-5-(3-morpholino-1,2,4-oxadiazol-5-yl)pyridin-2-yl)amino)-6,7-dihydro-5H-pyrrolo[3,4-d]pyrimidin-5-one